methyl-2-oxopiperazin CN1C(CNCC1)=O